(4S)-4-methyl-L-proline C[C@H]1C[C@H](NC1)C(=O)O